CC1=C(C=C(C=C1)CNS(=O)(=O)C)B1OC(C(O1)(C)C)(C)C N-[[4-methyl-3-(4,4,5,5-tetramethyl-1,3,2-dioxaborolan-2-yl)phenyl]methyl]methanesulfonamide